5-(4-(7H-pyrrolo[2,3-d]pyrimidin-4-yl)-3,4-dihydro-2H-1,4-thiazin-6-yl)oxazole N1=CN=C(C2=C1NC=C2)N2CCSC(=C2)C2=CN=CO2